8-methyl-2-[4-(4-methylpiperazin-1-yl)anilino]-6-(5-prop-2-enoyl-2,5-diazabicyclo[4.1.0]heptan-2-yl)pyrido[2,3-d]pyrimidin-7-one CN1C(C(=CC2=C1N=C(N=C2)NC2=CC=C(C=C2)N2CCN(CC2)C)N2C1CC1N(CC2)C(C=C)=O)=O